C(CCC(=O)O)(=O)O.[N+](=O)([O-])C1=C(C=CC=C1)N1C(=CC=C1)C=CC=NN\C(=N\[H])\N (E)-N-[1-(2-nitrophenyl)-1H-pyrrol-2-yl-allylidenamino]-guanidine succinate